BrC1=CC(=C(C(=C1)F)C1N(C(CC2=C1NC1=CC=CC=C21)C)C(C(C)(F)F)O)F (1-(4-bromo-2,6-difluorophenyl)-3-methyl-3,4-dihydro-1H-pyrido[3,4-b]indol-2(9H)-yl)-2,2-difluoropropan-1-ol